(4-(((1r,4r)-4-(hydroxymethyl)cyclohexyl)amino)-2-((2-methoxy-4-morpholinophenyl)amino)-7H-pyrrolo[2,3-d]pyrimidin-5-yl)methanone OCC1CCC(CC1)NC=1C2=C(N=C(N1)NC1=C(C=C(C=C1)N1CCOCC1)OC)NC=C2C=O